2,6-dichloro-1,4-phenyleneoxide ClC1=C2C(=CC(=C1)O2)Cl